C(C)N(C(O[C@@H]1C[C@@H](CC1)C1=CC(=NN1)NC(CC1=CC(=NC=C1)OC)=O)=O)C (1S,3R)-3-(3-{[(2-meth-oxypyridin-4-yl)acetyl]-amino}-1H-pyrazol-5-yl)cyclopentyl ethyl(meth-yl)carbamate